O=C1N(C(C=C1)=O)CCNC(CCOCCOCCOCCOCCOCCOCCOCCOCC)=O N-[2-(2,5-dioxo-2,5-dihydro-1H-pyrrol-1-yl)ethyl]-3,6,9,12,15,18,21,24-octaoxaheptacosan-27-amide